C(C)(C)(C)OC(N[C@@H](COC(F)F)CO)=O.C1=C(C=CC2=CC=CC=C12)/C=C/C(=O)NC(CC1=CC=CC=C1)CN1N=CN=C1 (E)-3-(naphthalen-2-yl)-N-(1-phenyl-3-(1H-1,2,4-triazol-1-yl)propan-2-yl)acrylamide tert-butyl-N-[(2R)-1-(difluoromethoxy)-3-hydroxypropan-2-yl]carbamate